3-cyano-4-{[3-(8-{[(3S,4R)-3-fluoro-1-methylpiperidin-4-yl]amino}-3-[(trifluoromethyl)sulfanyl]indolizin-2-yl)prop-2-yn-1-yl]amino}-N-methyl-benzamide C(#N)C=1C=C(C(=O)NC)C=CC1NCC#CC=1C=C2C(=CC=CN2C1SC(F)(F)F)N[C@H]1[C@H](CN(CC1)C)F